BrC=1C(=C(OC2CCC(CC2)CCO)C=CC1)C 2-[4-(3-bromo-2-methyl-phenoxy)cyclohexyl]ethanol